uranium tetraoxide [O-2].[O-2].[O-2].[O-2].[U+6]